C(C)(C)(C)OC(=O)NC12CC(C1)(C2)NC2=C(N=NC(=C2)Cl)C(=O)OC methyl 4-(3-(tert-butoxycarbonylamino) bicyclo[1.1.1]pentan-1-ylamino)-6-chloropyridazine-3-carboxylate